O1CC(CC1)N1C=NC2=C1C=C(C=C2)C(=O)O (tetrahydrofuran-3-yl)-1H-benzo[d]imidazole-6-carboxylic acid